ClC=1C(=C(C(=C(C1)C(C(=O)O)C)OCC)I)C 2-(5-chloro-2-ethoxy-3-iodo-4-methylphenyl)propionic acid